NC(C(=O)O)CNC(=O)[C@H]1O[C@@H]([C@@H]([C@H]([C@H]1O)O)O)O 2-amino-3-((2S,3R,4S,5R,6S)-3,4,5,6-tetrahydroxytetrahydro-2H-pyran-2-carboxamido)propanoic acid